C(C)(C)(C)C1OCC(N1C(=O)OC(C)(C)C)(C(=O)OC)CC 3-(tert-butyl) 4-methyl 2-(tert-butyl)-4-ethyloxazolidine-3,4-dicarboxylate